5-(4-(3-(5-ethyl-6-oxo-1,6-dihydropyridin-2-yl)cyclopentyl)piperazin-1-yl)-6-fluoro-N-(2-fluoroethyl)picolinamide C(C)C1=CC=C(NC1=O)C1CC(CC1)N1CCN(CC1)C=1C=CC(=NC1F)C(=O)NCCF